CN([C@H](CC)N)C N,N-dimethyl-(1R,2R)-propanediamine